2-(3-(4-(3-hydroxy-1-methyl-2-oxopyrrolidin-3-yl)-1H-imidazol-1-yl)phenyl)quinazoline-4-carboxamide OC1(C(N(CC1)C)=O)C=1N=CN(C1)C=1C=C(C=CC1)C1=NC2=CC=CC=C2C(=N1)C(=O)N